NC1CC(C(C1)O)N1CC2=CC=CC=C2CC1 4-amino-2-(3,4-dihydroisoquinolin-2(1H)-yl)cyclopentane-1-ol